COC1=CC=C(CN2N=CC3=C(C2=O)C(=CN3CCOCCC(=O)O)C(F)(F)F)C=C1 3-(2-(5-(4-methoxybenzyl)-4-oxo-3-(trifluoromethyl)-4,5-dihydro-1H-pyrrolo[2,3-d]pyridazin-1-yl)ethoxy)propanoic acid